tert-butyl (4-(4-amino-6-ethynyl-5-(quinolin-3-yl)-7H-pyrrolo[2,3-d]pyrimidin-7-yl)bicyclo-[2.2.1]heptan-1-yl)carbamate NC=1C2=C(N=CN1)N(C(=C2C=2C=NC1=CC=CC=C1C2)C#C)C21CCC(CC2)(C1)NC(OC(C)(C)C)=O